C1(=CC=CC=C1)[C@@H]1CN(C[C@H]1C1=CC=CC=C1)C(=O)Cl trans-3,4-diphenylpyrrolidine-1-carbonyl chloride